CC=1C(=C(C=2CC3=CC=CC=C3C2C1)NC=1C2(C3=CC4=CC=CC=C4C3=CC1C(C)(C)C)C=CC=C1C3=CC=CC=C3C=C12)C (dimethylfluorenyl)(tert-butylspirobifluorenyl)amine